C(\C=C/C(=O)OCCCCCCCCCCCCCCCC(C)C)(=O)OCCCCCCCCCCCCCCCC(C)C Diisostearyl maleate